N-hydroxy-N-((7-(trifluoromethyl)-10H-phenoxazin-3-yl)methyl)cyclohexanecarboxamide vanadium [V].ON(C(=O)C1CCCCC1)CC=1C=CC=2NC3=CC=C(C=C3OC2C1)C(F)(F)F